N-(1,3-dihydroxyoctadecan-2-yl)stearamide OCC(C(CCCCCCCCCCCCCCC)O)NC(CCCCCCCCCCCCCCCCC)=O